(cis-3-(((7S)-7-isopropyl-4,8-dimethyl-6-oxo-5,6,7,8-tetrahydropteridin-2-yl)amino)cyclobutyl)carbamic acid tert-butyl ester C(C)(C)(C)OC(N[C@@H]1C[C@@H](C1)NC1=NC=2N([C@H](C(NC2C(=N1)C)=O)C(C)C)C)=O